ClC=1N=C(N2N=C(N=CC21)N[C@H]2[C@@H](CN(CC2)S(=O)(=O)C)F)C2(CC2)CC (3R,4R)-N-[5-chloro-7-(1-ethylcyclopropyl)imidazo[4,3-f][1,2,4]triazin-2-yl]-3-fluoro-1-methanesulfonylpiperidin-4-amine